N,N-diisobutyl-3-aminophenol C(C(C)C)N(C=1C=C(C=CC1)O)CC(C)C